tert-Butyl 4-((N-(2-(methoxycarbonyl)-4-methylthiophen-3-yl)acetamido)methyl)piperidine-1-carboxylate COC(=O)C=1SC=C(C1N(C(C)=O)CC1CCN(CC1)C(=O)OC(C)(C)C)C